OCC1(COC(C2=CC(=CC=C12)C(F)(F)F)(C)C)O 4-(hydroxymethyl)-1,1-dimethyl-7-(trifluoromethyl)isochroman-4-ol